methyl-2-cyanoacrylate COC(C(=C)C#N)=O